2-diethylamino-1,3-dimethyl-4-ethyl-1,6-dihydropyrimidinium C(C)N(C1[NH+](CC=C(N1C)CC)C)CC